BrC=1C=C(C=C(C1)Br)N1C2=CC=CC=C2SC=2C=CC=CC12 10-(3,5-dibromophenyl)-10H-phenothiazine